NC=1C=C(C(C(F)(F)F)(C(F)(F)F)C2=CC(=CC=C2)C(C2=CC(=CC=C2)N)(C(F)(F)F)C(F)(F)F)C=CC1 1,3-bis(3-amino-alpha,alpha-bistrifluoromethylbenzyl)benzene